FC=1C=C(CN2C(=NC3=C2C=CC=C3)C3CCN(CC3)C(=O)C3=C2C(=NC=C3)N(C=C2)CC2=CC(=CC=C2)F)C=CC1 (4-(1-(3-fluorobenzyl)-1H-benzo[d]imidazol-2-yl)piperidin-1-yl)(1-(3-fluorobenzyl)-1H-pyrrolo[2,3-b]pyridin-4-yl)methanone